OC(CNC(NC=1C=C2C(=C(C(=NC2=CC1)C1=CC=CC=C1)C1=CC=CC=C1)C(=O)N(C)C)=O)CC 6-(3-(2-hydroxybutyl)ureido)-N,N-dimethyl-2,3-diphenylquinoline-4-carboxamide